8-(5-(trifluoromethyl)pyridin-2-yl)-2,8-diazaspiro[4.5]decan-7-one hydrochloride Cl.FC(C=1C=CC(=NC1)N1C(CC2(CCNC2)CC1)=O)(F)F